C1(=CC=CC=C1)N(C1=CC=C(C=C1)C1=CC=C(S1)C1=C(C=CC=C1)O)C1=CC=CC=C1 (5-(4-(diphenylamino)phenyl)thiophen-2-yl)phenol